(±)-9-(benzyloxy)-3-(tert-butoxy)-10-methoxy-1,3,4,6,7,11b-hexahydro-2H-pyrido[2,1-a]isoquinolin-2-ol C(C1=CC=CC=C1)OC=1C=C2CCN3C(C2=CC1OC)CC(C(C3)OC(C)(C)C)O